3-chloro-5-((trimethylsilyl)ethynyl)benzaldehyde ClC=1C=C(C=O)C=C(C1)C#C[Si](C)(C)C